C=1N=CN2C1C1=CC=CC=C1C2C2C(C1=CC(=CC=C1CC2)S(=O)(=O)C)OC(C2=CC=C(C=C2)[N+](=O)[O-])=O 4-nitrobenzoic acid 2-(5H-imidazo[5,1-a]isoindol-5-yl)-7-(methylsulfonyl)-1,2,3,4-tetrahydronaphthalen-1-yl ester